F[C@H]1[C@@H](C1)C(=O)N1C2CN(CC1CC2)C2=C1C(=NC=C2)NC(=N1)C=1C=NN(C1)C ((1S,2R)-2-fluorocyclopropyl)(3-(2-(1-methyl-1H-pyrazol-4-yl)-3H-imidazo[4,5-b]pyridin-7-yl)-3,8-diazabicyclo[3.2.1]octan-8-yl)methanone